(3aR,5r,6aS)-2-(3,3-dimethyl-butyl)-5-[[6-(2,4-dimethyl-pyrazol-3-yl)pyridazin-3-yl]oxymethyl]-3,3a,4,5,6,6a-hexahydro-1H-cyclopenta[c]pyrrole CC(CCN1C[C@@H]2[C@H](C1)CC(C2)COC=2N=NC(=CC2)C=2N(N=CC2C)C)(C)C